(R)-1-(2-((1-((dimethylamino)methyl)cyclopropyl)methoxy)-6-(3-hydroxy-8-iodo-1-naphthoyl)-6,7-dihydro-5H-pyrrolo[3,4-d]pyrimidin-4-yl)piperidine-3-carbonitrile CN(C)CC1(CC1)COC=1N=C(C2=C(N1)CN(C2)C(=O)C2=CC(=CC1=CC=CC(=C21)I)O)N2C[C@@H](CCC2)C#N